CCC(CC(C)O)O METHYLPENTANE-2,4-DIOL